C(#C)C=1N=C(SC1)CN1CCOCC1 ((4-ethynyl-thiazol-2-yl)methyl)morpholine